[6-(3-cyclopropyl-1,2,4-triazol-1-yl)-3-pyridyl]methyl 4-methylbenzenesulfonate CC1=CC=C(C=C1)S(=O)(=O)OCC=1C=NC(=CC1)N1N=C(N=C1)C1CC1